C(=C)C=1C=C2C=NCN(C2=CC1F)N1CC2(C1)CCN(CC2)C(=O)OC(C)(C)C tert-butyl 2-(6-vinyl-7-fluoroquinazolin-1-yl)-2,7-diazaspiro[3.5]nonane-7-carboxylate